NC1=C(C(=C2C(=N1)CCO2)C=2CCCN(CC2)C(=O)OC(C)(C)C)Cl tert-butyl 5-(5-amino-6-chloro-2,3-dihydrofuro[3,2-b]pyridin-7-yl)-2,3,4,7-tetrahydroazepine-1-carboxylate